NC12CC(C1)(C2)C(=O)OC methyl 3-aminobicyclo[1.1.1]pentane-1-carboxylate